OC(CO[N@@+]1(CC=CC=C1)[O-])CN1CCCCC1 (+)-(R)-N-[2-hydroxy-3-(1-piperidinyl)-propoxy]-pyridine-1-oxide